N[C@@H]1C2=CC=CC=C2CC12CCN(CC2)C=2N=NC(=CN2)SC2=C(C(=NC=C2)NCCO)Cl (S)-2-((4-((3-(1-amino-1,3-dihydrospiro[indene-2,4'-piperidin]-1'-yl)-1,2,4-triazin-6-yl)thio)-3-chloropyridin-2-yl)amino)ethan-1-ol